COC[C@@H](COC1C(N(CC1)C1CCN(CC1)C1=NC=C(C#N)C=C1)=O)OC=1C=NN(C(C1C(F)(F)F)=O)CC1=CC=C(C=C1)OC 6-(4-(3-((S)-3-methoxy-2-((1-(4-methoxybenzyl)-6-oxo-5-(trifluoromethyl)-1,6-dihydropyridazin-4-yl)oxy)propoxy)-2-oxopyrrolidin-1-yl)piperidin-1-yl)nicotinonitrile